tert-butyl N-{[(1R,5S,6R)-3-{2-[2,5-dimethyl-3-(methylcarbamoyl)-1H-pyrrol-1-yl]acetyl}-3-azabicyclo[3.1.0]hexan-6-yl]methyl}carbamate CC=1N(C(=CC1C(NC)=O)C)CC(=O)N1C[C@@H]2C([C@@H]2C1)CNC(OC(C)(C)C)=O